C(C)OC1=NC=CC=C1C1=CC(=C2C(=N1)C(=NN2C(C)C)C)NCC2=NC=CC=C2OC 5-(2-ethoxy-3-pyridinyl)-1-isopropyl-N-[(3-methoxy-2-pyridinyl)methyl]-3-methyl-pyrazolo[4,3-b]pyridin-7-amine